N,N-bis-Boc-2-(2-(2-(prop-2-yn-1-yloxy)ethoxy)ethoxy)ethan-1-amine C(=O)(OC(C)(C)C)N(CCOCCOCCOCC#C)C(=O)OC(C)(C)C